2-[[6-[[(S,2S)-2-(hydroxymethyl)cyclopropyl]methoxy]-5-(3-methoxyazetidin-1-yl)pyridine-2-carbonyl]amino]butanoate OC[C@@H]1[C@H](C1)COC1=C(C=CC(=N1)C(=O)NC(C(=O)[O-])CC)N1CC(C1)OC